3-(4-(diphenylamino)phenyl)-N,N-dimethylisoquinolin-1-amine C1(=CC=CC=C1)N(C1=CC=C(C=C1)C=1N=C(C2=CC=CC=C2C1)N(C)C)C1=CC=CC=C1